CC=1C=C(C=NC1)C(=O)N[C@@H]1C[C@H](C=2C1=CC(=C1C=C(N=CC21)C2CC2)S(NCC(C)C)(=O)=O)NC(=O)C=2C=NC=C(C2)C |r| 5-Methyl-N-[trans-(7RS,9RS)-3-cyclopropyl-5-(2-methylpropylsulfamoyl)-9-[(5-methylpyridin-3-carbonyl)amino]-8,9-dihydro-7H-cyclopenta[h]isochinolin-7-yl]pyridin-3-carboxamid